CO/C=C(/C(=O)OC)\C1=C(C(=CC=C1)C)CO\N=C(/COC)\C1=C(C=C(C=C1F)F)F methyl (E)-3-methoxy-2-[2-[[(Z)-[2-methoxy-1-(2,4,6-trifluoro-phenyl)ethylidene]amino]oxymethyl]-3-methyl-phenyl]prop-2-enoate